trans-4-hydroxycyclohexane-1-carboxylic acid ethyl ester C(C)OC(=O)[C@@H]1CC[C@H](CC1)O